FC(OC1=CC=C(C=C1)NC(NC=1C=C(OC2CN(C2)C=2C(=C(C(=O)OC)C=CC2)N2C=CC=C2)C=CC1)=O)(F)F Methyl 3-(3-(3-(3-(4-(trifluoromethoxy)phenyl)ureido)phenoxy)azetidin-1-yl)-2-(1H-pyrrol-1-yl)benzoate